FC1=CC=C(C=C1)C([C@H](C)O)(O)C1=CC=C(C=C1)F (S)-1,1-bis(4-fluorophenyl)-1,2-propanediol